N-(4-(4-((1H-pyrazol-5-yl)methyl)piperazin-1-yl)phenyl)-4-((3,8-dimethyl-2,3-dihydro-1H-pyrido[2,3-b][1,4]oxazin-7-yl)amino)-2-oxo-1,2-dihydropyridine-3-carboxamide N1N=CC=C1CN1CCN(CC1)C1=CC=C(C=C1)NC(=O)C=1C(NC=CC1NC1=C(C2=C(OC(CN2)C)N=C1)C)=O